chalcone silicate [Si](O)(O)(O)O.C1(=CC=CC=C1)\C=C\C(=O)C1=CC=CC=C1